ClC=1C=NC(=C(C(=O)NC2CCC(CC2)CN2C(N(C3=C2C=CC(=C3)F)C=3C=NC(=CC3)NC)=O)C1)C 5-chloro-N-((1r,4r)-4-((5-fluoro-3-(6-(methylamino)pyridin-3-yl)-2-oxo-2,3-dihydro-1H-benzo[d]imidazol-1-yl)methyl)cyclohexyl)-2-methylnicotinamide